ClC=1C=C(C=CC1Cl)C=1N=C(SC1S(=O)(=O)C(C)C)N1N=C(C(=C1C(=O)O)C1=CN(N=C1)C)C 2-(4-(3,4-dichlorophenyl)-5-(isopropylsulfonyl)thiazol-2-yl)-2',5-dimethyl-4,4'-bi(2H-pyrazole)-3-carboxylic acid